ClC1=NC2=C(C(=C(C=C2C(=C1C(=O)OCC)Cl)Cl)C1=NC=CC2=CC=CC(=C12)C#N)F Ethyl 2,4,6-trichloro-7-(8-cyanoisoquinolin-1-yl)-8-fluoroquinoline-3-carboxylate